(RS)-2,2'-bis(2-hydroxyEthoxy)-1,1'-binaphthalene OCCOC1=C(C2=CC=CC=C2C=C1)C1=C(C=CC2=CC=CC=C12)OCCO